FC1=CC(=C(C(=O)NC2=C(C=C(C(=C2)C=2C=NC(=NC2)N2C[C@H](OCC2)C)F)N2C[C@@H](N([C@@H](C2)C)C)C)C=C1)C(F)(F)F |r| 4-fluoro-N-[4-fluoro-5-[2-[rac-(2R)-2-methylmorpholin-4-yl]pyrimidin-5-yl]-2-[rac-(3S,5R)-3,4,5-trimethylpiperazin-1-yl]phenyl]-2-(trifluoromethyl)benzamide